[N-]=[N+]=[N-].[N+](=[N-])=C(C(O)=O)CCC[C@@H]1SC[C@@H]2NC(=O)N[C@H]12 diazoBiotin azide